C(CC)OC1=CC=C(C2=CC=CC=C12)O 4-(n-propoxy)-1-naphthol